3-(2-chloro-6-methylphenyl)-5-(1-fluorocyclopropyl)-1,2-oxazole-4-carboxylic acid ClC1=C(C(=CC=C1)C)C1=NOC(=C1C(=O)O)C1(CC1)F